(R)-5-(2-(5-fluoropyridin-3-yl)pyrrolidin-1-yl)-N-(1-methylcyclobutyl)pyrazolo[1,5-a]pyrimidine-3-carboxamide FC=1C=C(C=NC1)[C@@H]1N(CCC1)C1=NC=2N(C=C1)N=CC2C(=O)NC2(CCC2)C